C(C)O\C(=C/OC1=CC=C(C=C1)CC1=CC(=NC=C1)C(=O)NOCC(F)(F)F)\C(F)(F)F 4-[[4-[[(1Z)-2-ethoxy-3,3,3-trifluoro-1-propen-1-yl]oxy]phenyl]methyl]-N-(2,2,2-trifluoroethoxy)-2-pyridinecarboxamide